5-Benzylamino-3H-spiro[benzofuran-2,4'-piperidine]-1'-carboxylic acid tert-butyl ester C(C)(C)(C)OC(=O)N1CCC2(CC1)OC1=C(C2)C=C(C=C1)NCC1=CC=CC=C1